2-(6-(4-(5-(benzyloxy)-6-methylpyrimidine-4-carbonyl)piperazine-1-yl)-2-bromo-5-ethyl-7-oxo-[1,2,4]triazolo[1,5-a]pyrimidin-4(7H)-yl)-N-(2-chloro-4-(trifluoromethyl)phenyl)acetamide C(C1=CC=CC=C1)OC=1C(=NC=NC1C)C(=O)N1CCN(CC1)C1=C(N(C=2N(C1=O)N=C(N2)Br)CC(=O)NC2=C(C=C(C=C2)C(F)(F)F)Cl)CC